ClC1=CC=C(C=C1)C1(CCCC1)C(=O)NCC1=C(C(=C(C=C1)C(F)(F)F)C=1NC(C=C(N1)C(F)(F)F)=O)F 1-(4-chlorophenyl)-N-{2-fluoro-3-[6-oxo-4-(trifluoromethyl)-1,6-dihydropyrimidin-2-yl]-4-(trifluoromethyl)benzyl}cyclopentane-1-carboxamide